5-methoxy-N-[(4-methoxyphenyl)methyl]-6-(1-tetrahydropyran-2-ylpyrazol-4-yl)pyridazin-3-amine COC=1C=C(N=NC1C=1C=NN(C1)C1OCCCC1)NCC1=CC=C(C=C1)OC